ClC1=CC2=C(N=N1)CN(CC2)C(CC)=O 1-(3-chloro-5,8-dihydropyrido[3,4-c]pyridazin-7(6H)-yl)propan-1-one